C(#N)C1N(CCN(C1)C(=O)OC(C)(C)C)C(=O)OCC1=CC=CC=C1 1-benzyl 4-tert-butyl 2-cyanopiperazine-1,4-dicarboxylate